6-nitro-N2,N3-diphenethylquinoxaline-2,3-diamine [N+](=O)([O-])C=1C=C2N=C(C(=NC2=CC1)NCCC1=CC=CC=C1)NCCC1=CC=CC=C1